7-bromo-6-chloro-2-(methylthio)benzo[d]oxazole BrC1=C(C=CC=2N=C(OC21)SC)Cl